1-(2-cyclopropylethyl)-8-(1-(2,2-difluoroethyl)-1H-pyrazolo[3,4-b]pyrazin-6-yl)-3-(4-(trifluoromethyl)pyridin-2-yl)-1,3,8-triazaspiro[4.5]decane-2,4-dione C1(CC1)CCN1C(N(C(C12CCN(CC2)C2=CN=C1C(=N2)N(N=C1)CC(F)F)=O)C1=NC=CC(=C1)C(F)(F)F)=O